C(#N)C1=C(C=CC=C1)S(=O)(=O)C(C)(C)C1CCN(CC1)C(=O)NC1=CC=NC=C1 4-(2-((2-cyanophenyl)sulfonyl)propan-2-yl)-N-(pyridin-4-yl)piperidine-1-carboxamide